6-[1-[4-[tert-butyl(dimethyl)silyl]oxycyclohexyl]-5-methyl-triazol-4-yl]-4-[(1R)-1-(5-fluoro-2-pyridyl)ethoxy]pyrazolo[1,5-a]pyridine-3-carbonitrile [Si](C)(C)(C(C)(C)C)OC1CCC(CC1)N1N=NC(=C1C)C=1C=C(C=2N(C1)N=CC2C#N)O[C@H](C)C2=NC=C(C=C2)F